6-chloro-7-(6-methyl-2-pyridinyl)-1H-indole-3-sulfonyl chloride ClC1=CC=C2C(=CNC2=C1C1=NC(=CC=C1)C)S(=O)(=O)Cl